8-[3,3,3-trifluoro-2-(trifluoromethyl)propyl]pyrido[2,3-d]pyrimidin-7(8H)-one FC(C(CN1C(C=CC2=C1N=CN=C2)=O)C(F)(F)F)(F)F